CC=1C(=NC=C(C1)C(F)(F)F)C1CCC2(OCCO2)CC1 3-methyl-2-(1,4-dioxaspiro[4.5]decan-8-yl)-5-(trifluoromethyl)pyridine